3-[2-(dimethylamino)ethyl]-1-[4-(2-oxo-1H-pyridin-4-yl)thiazol-2-yl]-1-[3-(trifluoromethyl)phenyl]Urea CN(CCNC(N(C1=CC(=CC=C1)C(F)(F)F)C=1SC=C(N1)C1=CC(NC=C1)=O)=O)C